6-(3-(2-(dimethylamino)ethoxy)-4-methoxyphenyl)-5-methyl-2,3-diphenylpyrazolo[1,5-a]pyrimidin-7(4H)-one CN(CCOC=1C=C(C=CC1OC)C1=C(NC=2N(C1=O)N=C(C2C2=CC=CC=C2)C2=CC=CC=C2)C)C